FCCN1C=NC(=C1)NC(C1=CC(=C(C=C1)C)C#CC=1C=NC=CC1)=O N-[1-(2-fluoroethyl)imidazol-4-yl]-4-methyl-3-[2-(3-pyridyl)ethynyl]benzamide